C1(CCCC1)COC1=NC=CC=C1CN (2-(cyclopentylmethoxy)pyridin-3-yl)methylamine